4-bromo-2-(2,6-dimethylpyridin-4-yl)-6-methyl-1-(4-methylbenzenesulfonyl)pyrrolo[2,3-c]pyridin-7-one BrC=1C2=C(C(N(C1)C)=O)N(C(=C2)C2=CC(=NC(=C2)C)C)S(=O)(=O)C2=CC=C(C=C2)C